(S)-N-(5,6-dichloro-8-ethoxy-2,3-dihydro-1H-pyrrolo[1,2-a]indol-1-yl)acetamide ClC1=C(C=C(C=2C=C3N(C12)CC[C@@H]3NC(C)=O)OCC)Cl